C1(CC1)C=1C=C2C=CN(C(C2=C(C1)F)=O)CC1=C(C=C(C=C1)B1OC(C(O1)(C)C)(C)C)F 6-cyclopropyl-8-fluoro-2-(2-fluoro-4-(4,4,5,5-tetramethyl-1,3,2-dioxaborolan-2-yl)benzyl)isoquinolin-1(2H)-one